N-[1-(1H-indol-3-yl)hexan-2-yl]-6-(2-oxa-7-azaspiro[3.5]nonan-7-yl)-1-Benzothiophene-2-carboxamide N1C=C(C2=CC=CC=C12)CC(CCCC)NC(=O)C=1SC2=C(C1)C=CC(=C2)N2CCC1(COC1)CC2